(3R)-4-amino-7-fluoro-3-methyl-N-((R)-1-(pyrimidin-2-yl)ethyl)-N-(6-(trifluoromethyl)-2,3-dihydrobenzofuran-3-yl)-1,3-dihydrofuro[3,4-c]quinolin-8-carboxamide NC1=NC=2C=C(C(=CC2C2=C1[C@H](OC2)C)C(=O)N(C2COC1=C2C=CC(=C1)C(F)(F)F)[C@H](C)C1=NC=CC=N1)F